tert-butyl (1R,5S)-6-(hydroxymethyl)-3-azabicyclo[3.1.0]hexane-3-carboxylate OCC1[C@H]2CN(C[C@@H]12)C(=O)OC(C)(C)C